Tert-butyl ((2-(((1-(morpholinosulfonyl)-4-phenylpyrrolidin-2-yl)methyl)thio)pyridin-4-yl)methyl)carbamate O1CCN(CC1)S(=O)(=O)N1C(CC(C1)C1=CC=CC=C1)CSC1=NC=CC(=C1)CNC(OC(C)(C)C)=O